C(CCCCC)C(CC(C(=O)O)CCCNCCCCCCCC)CCCCCC 2-hexyloctyl-5-(octylamino)pentanoic acid